C(C)(C)N1C(CCCC1)CO (1-isopropyl-2-piperidyl)methanol